methyl 2-(4-(2-chloro-5-fluorophenyl)-3-(3-fluoro-5-(trifluoromethyl)benzamido)-6-oxo-4,5,6,7-tetrahydro-1H-pyrazolo[4,3-c]pyridin-1-yl)acetate ClC1=C(C=C(C=C1)F)C1NC(CC2=C1C(=NN2CC(=O)OC)NC(C2=CC(=CC(=C2)C(F)(F)F)F)=O)=O